CCCCC/C=C/CCCCCC/C=C/CCC(=O)Cl 12-Octadecadienoyl chloride